2-(3-Aminopyrrolidin-1-yl)-6-chloro-N-(thiophen-2-ylmethyl)pyrido[3,4-d]pyrimidin-4-amine NC1CN(CC1)C=1N=C(C2=C(N1)C=NC(=C2)Cl)NCC=2SC=CC2